C(C)(=O)OCC1=C(N2C([C@H]([C@H]2SC1)NC(C(C1=CC=CC=C1)NC(C1=CC=C(C=C1)C=CC(=O)C1=C(C=CC=C1)O)=O)=O)=O)C(=O)[O-] (6R,7R)-3-(acetyloxymethyl)-7-[[2-[[4-[3-(2-hydroxyphenyl)-3-oxoprop-1-enyl]benzoyl]amino]-2-phenylacetyl]amino]-8-oxo-5-thia-1-azabicyclo[4.2.0]oct-2-ene-2-carboxylate